CC1(N(CCC1)CCNC(=O)C=1C=C(C(=NC1)C)NC(=O)C=1C=NN2C1SC(=C2)CCCOC)C N-(5-((2-(2,2-dimethylpyrrolidin-1-yl)ethyl)carbamoyl)-2-methylpyridin-3-yl)-2-(3-methoxypropyl)pyrazolo[5,1-b]thiazole-7-carboxamide